N,N-di-octylhydroxylamine C(CCCCCCC)N(O)CCCCCCCC